C(CCCCCCC)C1(C2=CC=CC=C2C=2C=CC(=CC12)B(O)O)CCCCCCCC 9,9-dioctyl-2-fluorenylboronic acid